ClC1=CC(=C(C(=C1)F)COC1=NC=2CN(CCC2C=C1C#N)CC1=NC2=C(N1C[C@H]1OCC1)C(=C(C=C2)C(=O)O)F)F 2-({2-[(4-Chloro-2,6-difluorophenyl)methoxy]-3-cyano-5,6,7,8-tetrahydro-1,7-naphthyridin-7-yl}methyl)-7-fluoro-1-{[(2S)-oxetan-2-yl]methyl}-1H-1,3-benzodiazole-6-carboxylic acid